1-oxaspiro(3.5)nonan-7-ol O1CCC12CCC(CC2)O